CC1OC(CN(C1)C1=C(C=C(C=C1)NC=1C=CC2=C(OCC(N2CCO)=O)C1)C)C 7-((4-(2,6-dimethylmorpholino)-3-methylphenyl)amino)-4-(2-hydroxyethyl)-2H-benzo[b][1,4]oxazin-3(4H)-one